6-((1S,2S)-2-(3-Fluoropyridin-2-yl)cyclobutyl)-4-oxo-1-((S)-1-(6-(trifluoromethyl)pyridin-3-yl)ethyl)-4,5-dihydro-1H-pyrazolo[3,4-d]pyrimidin-3-carbonitril FC=1C(=NC=CC1)[C@@H]1[C@H](CC1)C=1NC(C2=C(N1)N(N=C2C#N)[C@@H](C)C=2C=NC(=CC2)C(F)(F)F)=O